N[C@@H]1C2=CC=CC=C2CC12CCN(CC2)C2=C(C=C(C=C2C(=C)C2=NNCC2)OC)OC (S)-6-(1-amino-1,3-dihydrospiro[indene-2,4'-piperidine]-1'-yl)-3-(1-(3,5-dimethoxyphenyl)vinyl)-1,5-dihydro-4H-pyrazole